N-(1-(4-fluorobenzyl)indolin-5-yl)-4-methylpiperazine-1-sulfonamide FC1=CC=C(CN2CCC3=CC(=CC=C23)NS(=O)(=O)N2CCN(CC2)C)C=C1